The molecule is a beta-D-glucoside that is the 4,4'-bis(beta-D-glucosyl) derivative of (-)-syringaresinol. It has a role as a plant metabolite, an antioxidant and an anti-inflammatory agent. It derives from a (-)-syringaresinol. COC1=CC(=CC(=C1O[C@H]2[C@@H]([C@H]([C@@H]([C@H](O2)CO)O)O)O)OC)[C@H]3[C@@H]4CO[C@H]([C@@H]4CO3)C5=CC(=C(C(=C5)OC)O[C@H]6[C@@H]([C@H]([C@@H]([C@H](O6)CO)O)O)O)OC